(S)-2-((quinolin-8-ylmethyl)amino)-9-(5,6,7,8-tetrahydro-1,8-naphthyridin-2-yl)nonanoic acid methyl ester COC([C@H](CCCCCCCC1=NC=2NCCCC2C=C1)NCC=1C=CC=C2C=CC=NC12)=O